C(C1=CC=CC=C1)(=O)OC(CC)C(C(C(C)C)OC(C1=CC=CC=C1)=O)C 4,6-dimethyl-3,5-heptanediol dibenzoate